C1=CC=CC=2C3=CC=CC=C3C(C12)COC(=O)N[C@@H](CC1=C(C=NC=C1)C)C(=O)O N-{[(9H-fluoren-9-yl)methoxy]carbonyl}-3-(3-methylpyridin-4-yl)-L-alanine